FC1=C(CNC(=N)N)C=CC(=C1)O 1-(2-fluoro-4-hydroxybenzyl)guanidine